C(C)C1CN(CC(O1)CC)C(=S)C=1SC2=C(N1)C=CC=C2 2-(2,6-diethyl-4-morpholinothioyl)benzothiazole